C(C)OC(C(C(C)=O)C(=O)C1CCCC1)=O 2-(cyclopentanecarbonyl)-3-oxo-butyric acid ethyl ester